FC1(CCC(CC1)NC(=O)C=1C=C(SC1)[C@H]1[C@@H](C1)NCC1CCN(CC1)CC1=CC=C(C(=O)O)C=C1)F 4-((4-((((1R,2R)-2-(4-((4,4-difluoro-cyclohexyl)-carbamoyl)-2-thienyl)cyclopropyl)amino)methyl)piperidin-1-yl)methyl)benzoic acid